[(1R,2R,3S,4R)-4-{[5-({4-[(1S)-1-amino-1-(3-chlorophenyl)ethyl]-2-thienyl}carbonyl)pyrimidin-4-yl] amino}-2,3-dihydroxycyclopentyl]methyl sulfamate S(N)(OC[C@@H]1[C@H]([C@H]([C@@H](C1)NC1=NC=NC=C1C(=O)C=1SC=C(C1)[C@](C)(C1=CC(=CC=C1)Cl)N)O)O)(=O)=O